4-(3-((6-fluoroquinazolin-2-yl)amino)pyrrolidin-1-yl)quinazolin FC=1C=C2C=NC(=NC2=CC1)NC1CN(CC1)C1=NC=NC2=CC=CC=C12